[1-[(S)-[(1R,2R)-2-[(8-fluoro-2,2-dimethyl-chroman-4-yl)carbamoyl]cyclopropyl]-pyridin-1-ium-3-yl-methyl]-4,4-dimethyl-6-oxo-hexahydropyrimidin-2-ylidene]ammonium FC=1C=CC=C2C(CC(OC12)(C)C)NC(=O)[C@H]1[C@@H](C1)[C@H](N1C(NC(CC1=O)(C)C)=[NH2+])C=1C=[NH+]C=CC1